boron di(benzoic acid) C(C1=CC=CC=C1)(=O)O.C(C1=CC=CC=C1)(=O)O.[B]